2-[(1S)-5-[2-Chloro-4-(3-oxo-3-phenylprop-1-enyl)phenoxy]-2,3-dihydro-1H-inden-1-yl]acetic acid ClC1=C(OC=2C=C3CC[C@H](C3=CC2)CC(=O)O)C=CC(=C1)C=CC(C1=CC=CC=C1)=O